2-((1R,6S)-6-(difluoromethyl)-3-azabicyclo[4.1.0]heptan-3-yl)-N-(2-(4,4-difluoropiperidin-1-yl)-6-methylpyrimidin-4-yl)-4-((2-hydroxyethyl)sulfonamido)benzamide FC([C@]12CCN(C[C@@H]2C1)C1=C(C(=O)NC2=NC(=NC(=C2)C)N2CCC(CC2)(F)F)C=CC(=C1)NS(=O)(=O)CCO)F